[Mg].FCCCC fluoroethyl-ethane magnesium